Cl.NC(CNC(OC(C)(C)C)=O)(C)C tert-butyl (2-amino-2-methylpropyl)carbamate hydrochloride